6-(4-(4-cyano-2-methylphenyl)-5-hydroxy-1H-pyrazol-1-yl)nicotinic acid tert-butyl ester C(C)(C)(C)OC(C1=CN=C(C=C1)N1N=CC(=C1O)C1=C(C=C(C=C1)C#N)C)=O